C(C)(C)(C)OC(=O)N1C[C@@H](N(CC1)C=1C2=C(N=CN1)N(C=C2N(CC)CC)C2=NC=CC(=C2)Cl)C (S)-4-(7-(4-Chloropyridin-2-yl)-5-(diethylamino)-7H-pyrrolo[2,3-d]pyrimidin-4-yl)-3-methylpiperazine-1-carboxylic acid tert-butyl ester